O=C1C=C2C=C[C@H]3[C@@H]4CC[C@H]([C@@H](CCCC(C)C)C)[C@]4(CC[C@@H]3[C@]2(CC1)C)C 3-Oxocholesta-4,6-dien